CC1(COC1)OCCCO 3-methyl-3-(2-hydroxyethyl)methoxyoxetane